(S)-N-(3-(dimethylamino)-3-(thiophen-3-yl)propyl)-5-fluoroisoindoline-2-carboxylic acid amide CN([C@@H](CCNC(=O)N1CC2=CC=C(C=C2C1)F)C1=CSC=C1)C